4-(5-fluoropyridin-2-yl)-N-(6-hydroxypyridazin-3-yl)-piperazine-1-carboxamide FC=1C=CC(=NC1)N1CCN(CC1)C(=O)NC=1N=NC(=CC1)O